(2S,4R)-N-((1-((4-bromophenyl)sulfonyl)-1H-pyrrolo[3,2-c]pyridin-2-yl)methyl)-4-(difluoromethoxy)-1-glycylpyrrolidine-2-carboxamide hydrochloride Cl.BrC1=CC=C(C=C1)S(=O)(=O)N1C(=CC=2C=NC=CC21)CNC(=O)[C@H]2N(C[C@@H](C2)OC(F)F)C(CN)=O